O=C1C=2N(C(NC2N=C(N1)CC(=O)N)=O)CC#C (6,8-dioxo-7-(Prop-2-yn-1-yl)-6,7,8,9-tetrahydro-1H-purin-2-yl)acetamide